5-fluoro-3-(2-fluorobenzyl)-2-methyl-aniline FC=1C=C(C(=C(N)C1)C)CC1=C(C=CC=C1)F